2-(3,4-difluorophenoxy)-N-((2R,3R,4S,5R,6R)-4-(4-(3-fluorophenyl)-1H-1,2,3-triazol-1-yl)-3,5-dihydroxy-6-(hydroxymethyl)tetrahydro-2H-pyran-2-yl)-N-methylacetamide FC=1C=C(OCC(=O)N(C)[C@@H]2O[C@@H]([C@@H]([C@@H]([C@H]2O)N2N=NC(=C2)C2=CC(=CC=C2)F)O)CO)C=CC1F